NCC1CCC(CC1)NC1=CC=C2C(=NN(C2=C1)C)C1C(NC(CC1)=O)=O 3-(6-(((1s,4s)-4-(aminomethyl)cyclohexyl)amino)-1-methyl-1H-indazol-3-yl)piperidine-2,6-dione